NC=1C(=CC(=C2CNC(C12)=O)F)F 7-amino-4,6-difluoro-isoindolin-1-one